C(O)(O)=O.C(=CC)OCC=C propenyl oxymethyl ethylene carbonate